tert-Butyl (2S,4R)-4-(4-amino-5-(((R)-1-phenylethyl)carbamoyl)-6-(prop-1-yn-1-yl)-7H-pyrrolo[2,3-d]pyrimidin-7-yl)-2-methylpyrrolidine-1-carboxylate NC=1C2=C(N=CN1)N(C(=C2C(N[C@H](C)C2=CC=CC=C2)=O)C#CC)[C@@H]2C[C@@H](N(C2)C(=O)OC(C)(C)C)C